C1(CC1)CN1N=CC(=C1)C#CC=1C(=CC(=NC1)NC1=NC(=NC=C1)C=1C=NN(C1)S(=O)(=O)C1CC1)NC1CCC(CC1)CN(C)C 5-((1-(Cyclopropylmethyl)-1H-pyrazol-4-yl)ethynyl)-N2-(2-(1-(cyclopropylsulfonyl)-1H-pyrazol-4-yl)pyrimidin-4-yl)-N4-((1s,4s)-4-((dimethylamino)methyl)cyclohexyl)pyridine-2,4-diamine